(7aS,9S,11aS)-9-hydroxy-2,6-bis(methoxymethoxy)-3-(4-(methoxymethoxy)phenyl)-8,8,11a-trimethyl-7a,8,9,10,11,11a-hexahydro-1H,7H-pyrano[2,3-c]xanthen-1-one O[C@H]1CC[C@@]2(OC=3C4=C(C=C(C3C[C@H]2C1(C)C)OCOC)OC(=C(C4=O)OCOC)C4=CC=C(C=C4)OCOC)C